NC=1N=C(SC1C(=O)C1=CC(=NC=C1)OC)N(C1=CC=C(C=C1)F)C(C(=O)N)C (N-[4-Amino-5-(2-methoxypyridin-4-carbonyl)thiazol-2-yl]-4-fluoroanilino)propanamid